ALPHA-HYDROXY-6BETA-[2-(1H-IMIDAZOL-4-YL)ETHYLAMINO]-CHOLESTAN-3BETA-OL OC(CC=1N=CNC1)N[C@@H]1C[C@H]2[C@@H]3CC[C@H]([C@@H](CCCC(C)C)C)[C@]3(CC[C@@H]2[C@]2(CC[C@@H](CC12)O)C)C